C1(CC1)[C@H](C1=CC=2N(N=C1)C=C(N2)[C@@H](NC(=O)C2=NON=C2C)C2CCC(CC2)(F)F)NC(=O)[C@H]2[C@H](CC2)F |o1:34,35| N-((S)-(7-((R)-Cyclopropyl((1S*,2S*)-2-fluorocyclobutane-1-carboxamido)methyl)imidazo[1,2-b]pyridazin-2-yl)(4,4-difluorocyclohexyl)methyl)-4-methyl-1,2,5-oxadiazole-3-carboxamide